3-[2-(2-[[2-(2,6-Dioxopiperidin-3-Yl)-1,3-Dioxoisoindol-4-Yl]AmiNo]Ethoxy)Ethoxy]Propanamide O=C1NC(CCC1N1C(C2=CC=CC(=C2C1=O)NCCOCCOCCC(=O)N)=O)=O